COCCN1C=NC=C1 2-methoxyethyl-1H-imidazole